BrC1=CC=CC(=N1)NC(=O)[C@H]1N(C[C@H](C1)C#N)C(=O)OC(C)(C)C (2S,4S)-tert-butyl 2-((6-bromopyridin-2-yl)carbamoyl)-4-cyanopyrrolidine-1-carboxylate